1-[4-(4,4,5,5-tetramethyl-1,3,2-dioxaborolan-2-yl)phenoxy]propan-2-one CC1(OB(OC1(C)C)C1=CC=C(OCC(C)=O)C=C1)C